FC1=C(C=C(C=C1)OC(F)(F)F)CC(=O)NC=1N=NN(C1)CCCCN1N=NC(=C1)C(=O)NCC1=NC=CC(=C1)C(F)(F)F 1-[4-(4-{2-[2-fluoro-5-(trifluoromethoxy)phenyl]acetamido}-1H-1,2,3-triazol-1-yl)butyl]-N-{[4-(trifluoromethyl)pyridin-2-yl]methyl}-1H-1,2,3-triazole-4-carboxamide